CC(C)(C)[Si](C(C)(C)C)(OS(=O)(=O)C(F)(F)F)OS(=O)(=O)C(F)(F)F di-t-butylsilyl bis(trifluoromethanesulfonate)